C(C)(=O)N1CC=2N(CC1)C(=CC2)C(=O)N[C@H](C(=O)NC2=CC=C(C=C2)C=2C(=[N+](C=CC2Cl)[O-])C)C2CCCCC2 (S)-3-(4-(2-(2-acetyl-1,2,3,4-tetrahydropyrrolo[1,2-a]pyrazine-6-carboxamido)-2-cyclohexylacetamido)phenyl)-4-chloro-2-methylpyridine 1-oxide